(Z)-2-(5-fluoro-1-(4-(4-fluorobenzyl)benzylidene)-2-(4-(4-fluorophenoxy)-benzyl)-1H-inden-3-yl)acetic acid FC=1C=C2C(=C(/C(/C2=CC1)=C/C1=CC=C(C=C1)CC1=CC=C(C=C1)F)CC1=CC=C(C=C1)OC1=CC=C(C=C1)F)CC(=O)O